N1(CCCC1)C1=NC=CC(=C1)C=1SC(=CN1)NC(OC(C)(C)C)=O tert-butyl 2-(2-(pyrrolidin-1-yl)pyridin-4-yl)thiazol-5-ylcarbamate